pyrido[3,2,1-jk]carbazole-2-carbaldehyde C1=C2C=3C=CC=CC3N3C2=C(C=C1C=O)C=CC3